(2S,4R)-4-fluoro-4-(hydroxymethyl)pyrrolidine-1,2-dicarboxylic acid F[C@@]1(C[C@H](N(C1)C(=O)O)C(=O)O)CO